C1(CC1)CC1=C(C(=NN1C=1SC=C(N1)C(=O)N)C1=CC(=C(C=C1)F)C#CC=1SC(=CC1)C)CC1=CC(=C(C=C1)S(N)(=O)=O)F 2-(5-(cyclopropylmethyl)-3-(4-fluoro-3-((5-methylthiophen-2-yl)ethynyl)phenyl)-4-(3-fluoro-4-sulfamoylbenzyl)-1H-pyrazol-1-yl)thiazole-4-carboxamide